2-(4-bromo-2-methyl-pyrazol-3-yl)-4-chloro-6-methyl-benzonitrile BrC1=C(N(N=C1)C)C1=C(C#N)C(=CC(=C1)Cl)C